CN1C2=C(OC[C@@H](C1=O)NC(C(=O)N[C@H](C)C1=CC=CC=C1)=O)C=CC(=C2)C#CCN2CC(NCC2)=O N1-((S)-5-methyl-4-oxo-7-(3-(3-oxopiperazin-1-yl)prop-1-yn-1-yl)-2,3,4,5-tetrahydrobenzo[b][1,4]oxazepin-3-yl)-N2-((R)-1-phenylethyl)oxalamide